O=C1C2CCC(C1)N2C(=O)OC(C)(C)C tert-butyl racemic-2-oxo-7-azabicyclo[2.2.1]heptane-7-carboxylate